(Z)-9-octadecenoic acid sodium salt [Na+].C(CCCCCCC\C=C/CCCCCCCC)(=O)[O-]